C(C)(C)N1N=C(C=C1)C1=C(C2=C(N=C(N=C2NC2CC(C2)OC)C=2N(C=CN2)C)S1)C 6-(1-Isopropyl-1H-pyrazol-3-yl)-N-((1s,3s)-3-methoxycyclobutyl)-5-methyl-2-(1-methyl-1H-imidazol-2-yl)thieno[2,3-d]pyrimidin-4-amine